trans-1-amino-6-fluoro-2,3-dihydro-1H-inden-2-ol N[C@H]1[C@@H](CC2=CC=C(C=C12)F)O